2-((2-amino-3,5-difluorophenyl)amino)-5-fluoropyrimidin NC1=C(C=C(C=C1F)F)NC1=NC=C(C=N1)F